NC1=C(C=C(C=C1)N1N=NC(=C1)CC)O 2-amino-5-(4-ethyl-1H-1,2,3-triazol-1-yl)phenol